2-cyclopropylacryloyl chloride C1(CC1)C(C(=O)Cl)=C